(2S,3R,4R,5S)-3,4,5-tris(benzyloxy)-2-(bromomethyl)-1-((1-phenylpiperidin-4-yl)methyl)piperidine C(C1=CC=CC=C1)O[C@@H]1[C@H](N(C[C@@H]([C@H]1OCC1=CC=CC=C1)OCC1=CC=CC=C1)CC1CCN(CC1)C1=CC=CC=C1)CBr